CN1C=CC=N1 methylpyrazole